2-[(2S)-2-aminobutyl]-3,5-dichloro-N-[(thiophen-2-yl)methyl]thieno[3,2-b]pyridin N[C@H](CC1C(=C2N(C(=CC=C2S1)Cl)CC=1SC=CC1)Cl)CC